C1(=CC=CC=C1)COC1=CC=C(C=C1)NC(=O)C=1C=C(N(C1C)C)C1=C(C(=O)O)C=CC(=C1)F 2-[4-({[4-(Phenylmethoxy)phenyl]amino}carbonyl)-1,5-dimethyl-1H-pyrrol-2-yl]-4-fluorobenzoic acid